tert-butyl 3-(7-bromo-8-chloro-6-fluoro-5-methyl-4-oxo-4,5-dihydro-1H-imidazo[4,5-c]quinolin-1-yl)pyrrolidine-1-carboxylate BrC=1C(=CC=2C3=C(C(N(C2C1F)C)=O)N=CN3C3CN(CC3)C(=O)OC(C)(C)C)Cl